C1=C2C3=C(C(=NC2=CN=C1)NC=1C=C(C=CC1)S(=O)(=O)N(C)C)NC1=C3C=CN=C1 3-((7H-pyrido[4',3':4,5]pyrrolo[2,3-c][1,7]naphthyridin-6-yl)amino)-N,N-dimethylbenzenesulfonamide